3-(3,5-dichlorophenyl)-3-(5-phenyl-1-(2-(5,6,7,8-tetrahydro-1,8-naphthyridin-2-yl)ethyl)-1H-pyrazole-4-carboxamido)propionic acid ClC=1C=C(C=C(C1)Cl)C(CC(=O)O)NC(=O)C=1C=NN(C1C1=CC=CC=C1)CCC1=NC=2NCCCC2C=C1